C[C@H]1[C@@H]([C@H]([C@H]([C@H](O1)OC2=CC(=C3C(=C2)OC(=C(C3=O)O)C4=CC(=C(C=C4)O)O)O)O)O)O The molecule is a quercetin O-glycoside that is quercetin attached to a beta-L-rhamnopyranosyl moiety at position 7 via a glycosidic linkage. It has a role as a metabolite. It is a monosaccharide derivative, a tetrahydroxyflavone, a beta-L-rhamnoside, a quercetin O-glycoside and a member of flavonols. It derives from a beta-L-rhamnopyranose.